6-benzyl-3-(4-methoxybenzyl)-2,3,4,6-tetrahydropyrido[3,4-c][1,8]naphthyridin-5(1H)-one C(C1=CC=CC=C1)N1C(C2=C(C=3C=CC=NC13)CCN(C2)CC2=CC=C(C=C2)OC)=O